[Mo](=S)=S molybdenum(IV) disulphide